COC=1C=C(\C=N\NC(=O)C2=NC(=CN=C2OC)C2=CC=C(C=C2)OCC)C=C(C1)OC (E)-N'-(3,5-dimethoxybenzylidene)-6-(4-ethoxyphenyl)-3-methoxypyrazine-2-carbohydrazide